racemic-ethyl 3,3-dimethyl-4-oxocyclohexane-1-carboxylate CC1(C[C@@H](CCC1=O)C(=O)OCC)C |r|